CN1N=C(C=C1B(O)O)C(F)(F)F [2-methyl-5-(trifluoromethyl)pyrazol-3-yl]boronic acid